2-((2S)-4-(7-(8-ethynyl-7-fluoro-3-hydroxynaphthalen-1-yl)-6,8-difluoro-2-(((2R,7aS)-2-fluorotetrahydro-1H-Pyrrolizin-7a(5H)-yl)methoxy)quinazolin-4-yl)piperazin-2-yl)acetonitrile C(#C)C=1C(=CC=C2C=C(C=C(C12)C1=C(C=C2C(=NC(=NC2=C1F)OC[C@]12CCCN2C[C@@H](C1)F)N1C[C@@H](NCC1)CC#N)F)O)F